2-methylbenzeneThiol CC1=C(C=CC=C1)S